5-amino-N-(4-(3,4-difluorophenyl)-5-methylthiazol-2-yl)-3-methylpyridine-2-sulfonamide NC=1C=C(C(=NC1)S(=O)(=O)NC=1SC(=C(N1)C1=CC(=C(C=C1)F)F)C)C